The molecule is a pentacyclic triterpenoid with formula C30H46O4, originally isolated from Tripterygium wilfordii. It has a role as a plant metabolite. It is a pentacyclic triterpenoid, a cyclic ketone, a secondary alcohol and a hydroxy monocarboxylic acid. It derives from an ursane. C[C@]12CCC(=O)C([C@@H]1CC[C@@]3([C@@H]2CC=C4[C@]3(CC[C@@]5([C@@H]4C[C@@](C[C@@H]5O)(C)C(=O)O)C)C)C)(C)C